ClC=1C(=C(CN2[C@@H](C[C@@](CC2)(C(=O)O)CC2=NC(=CN=C2F)NC2=NNC(=C2)C)CC)C=CC1)F (2R,4R)-1-(3-chloro-2-fluorobenzyl)-2-ethyl-4-((3-fluoro-6-((5-methyl-1H-pyrazol-3-yl)amino)pyrazin-2-yl)methyl)piperidine-4-carboxylic acid